[Li+].[OH-] hydroxide lithium salt